CC1=NC2=C(C=CC(=C2C=C1)C#N)[O-] 2-methyl-5-cyano-8-quinolinolate